5-benzyl-furan-2-formaldehyde C(C1=CC=CC=C1)C1=CC=C(O1)C=O